C1(=CC=CC=C1)C1=C(C(=CC=C1)C1=CC=CC=C1)N(C=1C=C(C=C(C1)Cl)S)C1=CC(=CC=C1)Cl 3-([1,1':3',1''-terphenyl]-2'-yl-(3-chlorophenyl)amino)-5-chlorobenzenethiol